1-(3,4-dimethoxyphenyl)ethane COC=1C=C(C=CC1OC)CC